(3,3,3-trifluoropropylidene)propane-2-sulfinamide FC(CC=CC(C)S(=O)N)(F)F